N-[4-(3-Cyanophenyl)-5-(6-methylpyridazin-4-yl)thiazol-2-yl]-2-oxa-6-azaspiro[3.3]heptane-6-carboxamide C(#N)C=1C=C(C=CC1)C=1N=C(SC1C1=CN=NC(=C1)C)NC(=O)N1CC2(COC2)C1